tert-butyl 4-[4-(4,4,5,5-tetramethyl-1,3,2-dioxaborolan-2-yl)phenyl]sulfonyl-piperazine-1-carboxylate CC1(OB(OC1(C)C)C1=CC=C(C=C1)S(=O)(=O)N1CCN(CC1)C(=O)OC(C)(C)C)C